ClC1=C(C=CC(=C1)F)C1=CC(OC2=CC(=CC=C12)O[C@@H](C(=O)NC1=NC=CC(=C1)C(=O)O)C)=O 2-[[(2R)-2-[4-(2-chloro-4-fluoro-phenyl)-2-oxo-chromen-7-yl]oxypropanoyl]amino]pyridine-4-carboxylic acid